C(CCC)C=1C=C(C)C=C(C1O)CCCC 3,5-dibutyl-4-hydroxytoluene